1-[5-(4,6-dichloropyridin-3-yl)-1,3,4-thiadiazol-2-yl]Piperazine ClC1=C(C=NC(=C1)Cl)C1=NN=C(S1)N1CCNCC1